C(C1CC(C(C(C1)CCCCCC)N)CCCCCC)C1CC(C(C(C1)CCCCCC)N)CCCCCC 4,4'-methylenebis(2,6-di(n-hexyl)cyclohexylamine)